6,6-diethyl-3-methyl-1,3-cyclohexadiene C(C)C1(CC=C(C=C1)C)CC